N-(2-(methylcarbamoyl)phenyl)-2-oxo-2,3-dihydro-1H-benzo[d]imidazole-5-carboxamide CNC(=O)C1=C(C=CC=C1)NC(=O)C1=CC2=C(NC(N2)=O)C=C1